N-(4-Cyano-2-(2,3,5-trichlorophenyl)oxazol-5-yl)-6-(dimethylamino)hexanamide C(#N)C=1N=C(OC1NC(CCCCCN(C)C)=O)C1=C(C(=CC(=C1)Cl)Cl)Cl